4-(N-(3,5-Bis((E)-3,4-dimethoxybenzylidene)-4-oxocyclohexyl)sulfamoyl)-1-methylpiperazin COC=1C=C(\C=C\2/CC(C\C(\C2=O)=C/C2=CC(=C(C=C2)OC)OC)NS(=O)(=O)N2CCN(CC2)C)C=CC1OC